FC(C(=O)O)(F)F.C(C)(=O)O Acetic acid trifluoroacetate